BrC1=CC=C2C=NC(=NC2=C1)N(C=O)C N-(7-bromoquinazolin-2-yl)-N-methylformamide